C(C1=CC=CC=C1)N1C[C@@H]2OC3=CC(=NC(NS(C4=CC=CC(C(N(CC1)[C@H]2CC(C)C)=O)=C4)(=O)=O)=N3)C3=C(C=CC=C3C)C (16S,21S)-18-benzyl-12-(2,6-dimethylphenyl)-21-(2-methylpropyl)-15-oxa-8λ6-thia-1,9,11,18,22-pentaazatetracyclo[14.4.1.13,7.110,14]tricosa-3(23),4,6,10(22),11,13-hexaene-2,8,8-trione